CC=1C=CC=2NC3=CC=CC=C3C2C1 (1E)-(3-methyl-9H-carbazole)